BrC1=C2C(=NC=C1)NC(=C2)C(=O)NC2CCC(CC2)(C)C 4-bromo-N-(4,4-dimethylcyclohexyl)-1H-pyrrolo[2,3-b]pyridine-2-carboxamide